C1=CC=CC=2C3=CC=CC=C3C(C12)COC(=O)N[C@H](C(=O)O)CC=1C=NC(=CC1)OC1CCN(CC1)C(C)=O (S)-2-((((9H-fluoren-9-yl)methoxy)carbonyl)amino)-3-(6-((1-acetylpiperidin-4-yl)oxy)pyridin-3-yl)propanoic acid